FC(S(=O)(=O)OC1=C(C(=C(C=C1)C=1C(=NN(C1)C1=NC=C(C=C1)NC(=O)OC(C)(C)C)C)F)F)(F)F [4-[1-[5-(tert-butoxycarbonylamino)-2-pyridyl]-3-methyl-pyrazol-4-yl]-2,3-difluoro-phenyl] trifluoromethanesulfonate